C[NH-].[Na+] sodium N-methylamide